6-chloro-3-(((1R)-1-(6-chloro-2-(6,6-difluoro-3-azabicyclo[3.1.0]hexan-3-yl)-3-methyl-4-oxo-3,4-dihydroquinazolin-8-yl)ethyl)amino)picolinic acid ClC1=CC=C(C(=N1)C(=O)O)N[C@H](C)C=1C=C(C=C2C(N(C(=NC12)N1CC2C(C2C1)(F)F)C)=O)Cl